(3-bromophenoxy)-9-(4-(tert-butyl)pyridin-2-yl)-1-phenyl-9H-carbazole BrC=1C=C(OC2=C(C=3N(C4=CC=CC=C4C3C=C2)C2=NC=CC(=C2)C(C)(C)C)C2=CC=CC=C2)C=CC1